(1S,9S)-9-Ethyl-5-fluoro-9-hydroxy-1-((S)-2-hydroxy-1-(isopropylamino)ethyl)-4-methyl-1,2,3,9,12,15-hexahydro-10H,13H-benzo[de]pyrano[3',4':6,7]indolizino[1,2-b]quinoline-10,13-dione C(C)[C@]1(C(OCC=2C(N3CC=4C(=NC=5C=C(C(=C6C5C4[C@H](CC6)[C@@H](CO)NC(C)C)C)F)C3=CC21)=O)=O)O